(2R,6R)-N-[2-(1-benzylpiperidin-4-yl)ethyl]-4-(6-chloropyridin-3-yl)-2,6-dimethylpiperazine-1-carboxamide C(C1=CC=CC=C1)N1CCC(CC1)CCNC(=O)N1[C@@H](CN(C[C@H]1C)C=1C=NC(=CC1)Cl)C